6-[3-chloro-4-(cyclopropylmethoxy)phenyl]-N-[(4-morpholinopyrimidin-5-yl)methyl]pyridazine-4-carboxamide ClC=1C=C(C=CC1OCC1CC1)C1=CC(=CN=N1)C(=O)NCC=1C(=NC=NC1)N1CCOCC1